C(#N)C=1N=C(C(=NC1)C(C)NC(CN1C(NC2=CC=C(C(=C2C1)F)F)=O)=O)C N-[1-(5-cyano-3-methylpyrazin-2-yl)ethyl]-2-(5,6-difluoro-2-oxo-1,4-dihydroquinazolin-3-yl)acetamide